1,4-Dichloro-2,5-difluorobenzol ClC1=C(C=C(C(=C1)F)Cl)F